(R)-2-chloro-N-(2-((R)-1-hydroxyethyl)-6-(trifluoromethyl)pyridin-4-yl)-8-methyl-8-(trifluoromethyl)-7,8-dihydro-6H-pyrazolo[1,5-a]pyrrolo[2,3-e]pyrimidine-6-carboxamide ClC1=NN2C(N=CC3=C2[C@@](CN3C(=O)NC3=CC(=NC(=C3)C(F)(F)F)[C@@H](C)O)(C(F)(F)F)C)=C1